CC(C)(C)[O-].[Zr+4].CC(C)(C)[O-].CC(C)(C)[O-].CC(C)(C)[O-] zirconium (IV) tertbutoxide